methyl 2-chloro-2-(2,5-dichlorothiophen-3-yl)acetate ClC(C(=O)OC)C1=C(SC(=C1)Cl)Cl